CS(=O)(=O)O[C@@H](C(=O)N)C (R)-1-amino-1-oxopropan-2-yl methanesulfonate